N1=CC(=CC2=CC=CC=C12)C(CC(=O)O)C1CC2(CN(C2)CCC2=NC=3NCCCC3C=C2)C1 3-(quinolin-3-yl)-3-(2-(2-(5,6,7,8-tetrahydro-1,8-naphthyridin-2-yl)ethyl)-2-azaspiro[3.3]hept-6-yl)propionic acid